methyl (S)-5-amino-6-((oxetan-2-ylmethyl)amino)nicotinate NC=1C(=NC=C(C(=O)OC)C1)NC[C@H]1OCC1